1-(2,5-difluorophenyl)-2-((5-(4-ethylphenyl)-4H-1,2,4-triazol-3-yl)thio)propan-1-on FC1=C(C=C(C=C1)F)C(C(C)SC1=NN=C(N1)C1=CC=C(C=C1)CC)=O